CN1C(CCCC1=O)=O methyl-2,6-dioxopiperidin